N1=CNC2=C1C=CC(=C2)/C=C/C(=O)C2=C(C=C(C=C2OC)OC)O (E)-3-(3H-benzimidazol-5-yl)-1-(2-hydroxy-4,6-dimethoxy-phenyl)prop-2-en-1-one